CN1C=NC2=CC=C(C=C2C1=O)C1=CC=C(C=C1)CCCC(=O)NC=1C=NC=CC1 4-(4-(3-methyl-4-oxo-3,4-dihydroquinazolin-6-yl)phenyl)-N-(pyridin-3-yl)butanamide